2-(3-(1,1-dioxidothiomorpholino)piperidin-1-yl)-N-(5-phenoxypyrazin-2-yl)propanamide O=S1(CCN(CC1)C1CN(CCC1)C(C(=O)NC1=NC=C(N=C1)OC1=CC=CC=C1)C)=O